O=C1NC(CCC1N1C(C2=CC=CC(=C2C1)C#CCCCCOCCN1N=C(C2=CC=C(C=C12)C(=O)NC=1N=CC=2N(C1)C=C(N2)[C@@H]2N(CCC2)C)C)=O)=O 1-(2-((6-(2-(2,6-dioxopiperidin-3-yl)-1-oxoisoindolin-4-yl)hex-5-yn-1-yl)oxy)ethyl)-3-methyl-N-(2-((R)-1-methylpyrrolidin-2-yl)imidazo[1,2-a]pyrazin-6-yl)-1H-indazole-6-carboxamide